The molecule is a monoterpenoid that is oct-7-en-2-ol substituted by methyl groups at positions 2 and 6 respectively. It has a role as a fragrance and a metabolite. It is a monoterpenoid and a tertiary alcohol. CC(CCCC(C)(C)O)C=C